C(C1=CC=CC=C1)=NCCC[Si](OCC)(OCC)OCC 3-(benzylideneamino)propyltriethoxysilane